(E)-N-hydroxy-3-(2-(4-(4-methylthiazole-5-carbonyl)piperazin-1-yl)phenyl)acrylamide ONC(\C=C\C1=C(C=CC=C1)N1CCN(CC1)C(=O)C1=C(N=CS1)C)=O